CC1(CCN(CC1)C=1OC2=CC=C(C=C2C(C1)=O)C)C 2-(4,4-dimethylpiperidin-1-yl)-6-methyl-4-oxo-4H-chromen